N-(3-(2-(3-oxa-8-azabicyclo[3.2.1]oct-8-yl)-5-(2-(methylthio)pyrimidin-4-yl)thiazol-4-yl)-2-fluorophenyl)-2,6-difluorobenzenesulfonamide C12COCC(CC1)N2C=2SC(=C(N2)C=2C(=C(C=CC2)NS(=O)(=O)C2=C(C=CC=C2F)F)F)C2=NC(=NC=C2)SC